COC1=C(C=CC=C1)[C@](C=1NC2=CC=CC=C2C1C1=CC=CC=C1)(C=1NC=CC1)C1=CC=C(C=C1)SC (S)-2-((2-Methoxyphenyl)(4-(methylthio)phenyl)(1H-pyrrol-2-yl)methyl)-3-phenyl-1H-indole